tert-butyl 4-fluorospiro[indoline-2,3'-oxetane]-1-carboxylate FC1=C2CC3(COC3)N(C2=CC=C1)C(=O)OC(C)(C)C